(R)-2-((1-(2-cyclopentyl-3,6-dimethyl-4-oxo-3,4-dihydroquinazolin-8-yl)ethyl)amino)benzoic acid C1(CCCC1)C1=NC2=C(C=C(C=C2C(N1C)=O)C)[C@@H](C)NC1=C(C(=O)O)C=CC=C1